1-[2-{3-(3,5-di-tert-butyl-4-hydroxyphenyl)propionyloxy}butyl]-4-[3-(3,5-di-tert-butyl-4-hydroxyphenyl)propionyloxy]2,2,6,6-tetramethylpiperidine C(C)(C)(C)C=1C=C(C=C(C1O)C(C)(C)C)CCC(=O)OC(CN1C(CC(CC1(C)C)OC(CCC1=CC(=C(C(=C1)C(C)(C)C)O)C(C)(C)C)=O)(C)C)CC